C1(=CC=CC=C1)N(C1=CC=C(C=C1)C=1C=CC=2N(C3=CC=CC=C3C2C1)C1=CC=C(C=C1)C=1C(=NC(=CC1C1=C(C=CC=C1)C=1C=NC=CC1)C=1C=C(C=CC1)N1C2=CC=CC=C2C=2C=C(C=CC12)C#N)C=1C=C(C=CC1)N1C2=CC=CC=C2C=2C=C(C=CC12)C#N)C1=CC=CC=C1 9,9'-((3-(4-(3-(4-(diphenylamino)phenyl)-9H-carbazol-9-yl)phenyl)-4-(2-(pyridin-3-yl)phenyl)pyridine-2,6-diyl)bis(3,1-phenylene))bis(9H-carbazole-3-carbonitrile)